L-aspartic acid tert-butyl ester C(C)(C)(C)OC([C@@H](N)CC(=O)O)=O